C(C)OC=1SC2=C(N(C(C(=C2)C2=CN(C(C=C2)=O)C)=O)C2=CC=C(C=C2)C#CC)N1 2-ethoxy-6-(1-methyl-6-oxo-1,6-dihydropyridin-3-yl)-4-(4-(prop-1-yn-1-yl)phenyl)thiazolo[4,5-b]pyridin-5(4H)-one